γ-Oxalo-crotonate C(=O)(C(=O)O)C/C=C/C(=O)[O-]